C[C@H]1[C@@H]([C@H]([C@H]([C@@H](O1)O[C@H]2[C@H]([C@H](O[C@H]([C@@H]2O)OP(=O)([O-])OP(=O)([O-])OC/C=C(/C)\\CC/C=C(/C)\\CC/C=C(/C)\\CC/C=C(/C)\\CC/C=C(/C)\\CC/C=C(/C)\\CC/C=C(/C)\\CC/C=C(/C)\\CC/C=C(\\C)/CCC=C(C)C)CO)O)O)O)O[C@@H]3[C@H]([C@H]([C@@H]([C@H](O3)CO)O)O)O The molecule is an organophosphate oxoanion obtained by deprotonation of the diphosphate OH groups of alpha-D-mannosyl-(1->4)-alpha-L-rhamnosyl-(1->3)-beta-D-galactosyl-1-diphosphodecaprenol. It is a conjugate base of an alpha-D-mannosyl-(1->4)-alpha-L-rhamnosyl-(1->3)-beta-D-galactosyl-1-diphosphodecaprenol.